3-[[4-(2,6-Dimethylphenyl)-6-[(2R)-2-[(6,6-dimethyltetrahydropyran-2-yl)methylamino]-4,4-dimethyl-pentoxy]pyrimidin-2-yl]sulfamoyl]benzoic acid CC1=C(C(=CC=C1)C)C1=NC(=NC(=C1)OC[C@@H](CC(C)(C)C)NCC1OC(CCC1)(C)C)NS(=O)(=O)C=1C=C(C(=O)O)C=CC1